3-chloro-6-(5-((cyclohexyl(2-hydroxy-2-phenylethyl)amino)methyl)-1H-tetrazol-1-yl)picolinonitrile ClC=1C(=NC(=CC1)N1N=NN=C1CN(CC(C1=CC=CC=C1)O)C1CCCCC1)C#N